cubanol C12(C3C4C5C3C1C5C24)O